cetylphenol monosulfide C(CCCCCCCCCCCCCCC)C12C(C=CC=C1)(O)S2